methyl 2-((4-(3-(4-chloro-2-fluorophenyl)-4,4-difluoro-3-methylchroman-5-yl) piperidin-1-yl) methyl)-1-(((S)-oxetan-2-yl) methyl)-1H-benzo[d]imidazole-6-carboxylate ClC1=CC(=C(C=C1)C1(COC2=CC=CC(=C2C1(F)F)C1CCN(CC1)CC1=NC2=C(N1C[C@H]1OCC1)C=C(C=C2)C(=O)OC)C)F